ethyl 4-((4-(5-(4-chlorophenyl)-4-methyl-1H-imidazol-2-yl)phenoxy)methyl)benzoate ClC1=CC=C(C=C1)C1=C(N=C(N1)C1=CC=C(OCC2=CC=C(C(=O)OCC)C=C2)C=C1)C